O1C=PC=C1 [1,3]Oxaphosphole